1,3-bis(diphenoxyphosphoryloxy)benzene O(C1=CC=CC=C1)P(=O)(OC1=CC=CC=C1)OC1=CC(=CC=C1)OP(=O)(OC1=CC=CC=C1)OC1=CC=CC=C1